cyclopropyl(4,5,8-trichloro-2-((pyrimidin-5-ylmethyl)sulfinyl)quinolin-3-yl)methanone C1(CC1)C(=O)C=1C(=NC2=C(C=CC(=C2C1Cl)Cl)Cl)S(=O)CC=1C=NC=NC1